ClC=1C=NC(=C(C(=O)NC2CCC(CC2)CN2C(C(C3=CC=CC=C23)(C2=CC(=CC=C2)C(F)(F)F)O)=O)C1)C(F)F 5-chloro-2-(difluoromethyl)-N-((1r,4r)-4-((3-hydroxy-2-oxo-3-(3-(trifluoromethyl)phenyl)indolin-1-yl)methyl)cyclohexyl)nicotinamide